lithium silainine [SiH]1=CC=CC=C1.[Li]